tert-butyl (S)-2-(3,3-difluoro-2-methylazetidin-1-yl)acetate FC1([C@@H](N(C1)CC(=O)OC(C)(C)C)C)F